1-((2-(3'-(5-(tert-butoxycarbonyl)-4,5,6,7-tetrahydrothiazolo[5,4-c]pyridin-2-yl)-2,2'-dimethyl-[1,1'-biphenyl]-3-yl)-7-cyanobenzo[d]oxazol-5-yl)methyl)azetidine-3-carboxylic acid C(C)(C)(C)OC(=O)N1CC2=C(CC1)N=C(S2)C=2C(=C(C=CC2)C2=C(C(=CC=C2)C=2OC1=C(N2)C=C(C=C1C#N)CN1CC(C1)C(=O)O)C)C